OC1=C(OC2=C(C(=C(C(=C2C1=O)OC)OC)OC)OC)C1=CC(=C(C=C1)OC)OC 3-Hydroxy-3',4',5,6,7,8-hexamethoxyflavone